ClC=1C=C2C=NNC2=CC1COC1=NOC=C1 3-((5-chloro-1H-indazol-6-yl)methoxy)isoxazole